5-amino-1-methyl-N-{[2-(trifluoromethyl)phenyl]methyl}-1H-pyrazole-4-carboxamide NC1=C(C=NN1C)C(=O)NCC1=C(C=CC=C1)C(F)(F)F